ClC=1C(=C(NC=2C3=C(N=CN2)C=CC(=N3)N3CCC2(CN(C2)C(=O)OC(C)(C)C)C3)C=CC1)F tert-butyl 7-[4-(3-chloro-2-fluoro-anilino)pyrido[3,2-d]pyrimidin-6-yl]-2,7-diazaspiro[3.4]octane-2-carboxylate